CN1N=NC2=C1C(=CC(=C2C)CCC(=O)O)OC(F)(F)F 3-[1,4-dimethyl-7-(trifluoromethoxy)-1H-benzotriazol-5-yl]propanoic acid